N1CC(CCC1)NC1=NC=C(C(=N1)C1=CNC2=CC=CC=C12)C(F)(F)F 3-(2-(piperidin-3-ylamino)-5-(trifluoromethyl)-pyrimidin-4-yl)-1H-indole